5-amino-2-methyl-3,4-pyridinedicarboxylic acid NC=1C(=C(C(=NC1)C)C(=O)O)C(=O)O